Cl.C1(CCCC1)CNC=1C2=C(N=C(N1)NC1=CC=C(C=3OCCOC31)C3=CC=NN3C)NC=C2C#N 4-((cyclopentylmethyl)amino)-2-((8-(1-methyl-1H-pyrazol-5-yl)-2,3-dihydrobenzo[b][1,4]dioxin-5-yl)amino)-7H-pyrrolo[2,3-d]pyrimidine-5-carbonitrile hydrochloride